COC(C(C)(C1CNCC1)C)=O 2-methyl-2-pyrrolidin-3-yl-propionic acid methyl ester